C1(CCCCC1)C1=NC(=NC=C1)NCC=1C(=NOC1C1=CC=C(C(=N1)C)NC(OC(C)(C)C)=O)C tert-butyl (6-(4-(((4-cyclohexylpyrimidin-2-yl)amino)methyl)-3-methylisoxazol-5-yl)-2-methylpyridin-3-yl)carbamate